CC=1C(=C2C=CN=C(C2=CC1)C(C)O)[N+](=O)[O-] 1-(6-methyl-5-nitroisoquinolin-1-yl)ethanol